3,4,5,6-tetramethyl-2,4,6-triisopropyl-1,1-biphenyl CC1C(=C(C(C(C1(C(C)C)C)C)(C(C)C)C)C1=CC=CC=C1)C(C)C